FC(C(=O)O)(F)F.CN1C(N(C2=C1C=C(C=C2)C2=CC=C(C=C2)N2CCNCC2)C2C(NC(CC2)=O)=O)=O 3-{3-methyl-2-oxo-5-[4-(piperazin-1-yl)phenyl]-1,3-benzodiazol-1-yl}piperidine-2,6-dione trifluoroacetate